COC1=CC(=NC=C1)C[C@H]1COC2=C(C=C(C=C2[C@H]1O)CN1C(=NC=C1)C)C=1C(=NN(C1)C)C(F)(F)F (3S,4S)-3-((4-methoxypyridin-2-yl)methyl)-6-((2-methyl-1H-imidazol-1-yl)methyl)-8-(1-methyl-3-(trifluoromethyl)-1H-pyrazol-4-yl)chroman-4-ol